Sodium dodecyl benzenesulfonate sulfate S(=O)(=O)([O-])[O-].C1(=CC=CC=C1)S(=O)(=O)OCCCCCCCCCCCC.[Na+].[Na+]